C(C)OC1=NC=CC=C1C1=CC(=C2C(=N1)C(=NN2C(C)C)C)N(CC2=CC=C(C=C2)OC)CC2=NC=CC=1N2C=CN1 5-(2-ethoxypyridin-3-yl)-N-(imidazo[1,2-c]pyrimidin-5-ylmethyl)-1-isopropyl-N-(4-methoxybenzyl)-3-methyl-1H-pyrazolo[4,3-b]pyridin-7-amine